N-((1-aminocyclopropyl)methyl)-N-(1-(4-fluoro-3-(trifluoromethyl)-phenyl)cyclopropyl)methanesulfonamide NC1(CC1)CN(S(=O)(=O)C)C1(CC1)C1=CC(=C(C=C1)F)C(F)(F)F